4-Bromo-benzaldehyde BrC1=CC=C(C=O)C=C1